tert-Butyl 3-(hydroxymethyl)-1,4,6,7-tetrahydropyrazolo[4,3-c]pyridine-5-carboxylate OCC1=NNC2=C1CN(CC2)C(=O)OC(C)(C)C